CC1(CC(CO1)C(=O)O)C 5,5-dimethyltetrahydrofuran-3-carboxylic acid